N-(2,6-dichlorobenzoyl)-N'-(4-nitrophenyl)urea ClC1=C(C(=O)NC(=O)NC2=CC=C(C=C2)[N+](=O)[O-])C(=CC=C1)Cl